tert-butyl 1-[(2R)-tetrahydrofuran-2-yl]-3,8-diazabicyclo[3.2.1]octane-8-carboxylate O1[C@H](CCC1)C12CNCC(CC1)N2C(=O)OC(C)(C)C